(6aR)-8-acryloyl-4-chloro-3-(2-fluoro-6-hydroxyphenyl)-1-((S)-2-(hydroxymethyl)-2-methylmorpholino)-6,6a,7,8,9,10-hexahydro-12H-pyrazino[2,1-c]pyrido[3,4-f][1,4]oxazepin-12-one C(C=C)(=O)N1C[C@@H]2COC3=C(C(N2CC1)=O)C(=NC(=C3Cl)C3=C(C=CC=C3O)F)N3C[C@@](OCC3)(C)CO